C(N)(OCC(C(=O)NC1=CC=C(C=C1)C(C(F)(F)F)(C(F)(F)F)O)C1=CC=C(C=C1)S(=O)(=O)CC)=O 2-(4-(ethylsulfonyl)phenyl)-3-((4-(1,1,1,3,3,3-hexafluoro-2-hydroxypropan-2-yl)phenyl)amino)-3-oxopropyl carbamate